C(CCC)C=1N=NN(C1)C=1C=NC(=NC1)C(=O)NNC(C1=C(C=CC=C1)C(F)(F)F)=O 5-(4-butyl-1H-1,2,3-triazol-1-yl)-N'-(2-(trifluoromethyl)benzoyl)pyrimidine-2-carbohydrazide